Methyl (S)-2-(4-(5-bromo-2-chlorobenzoyl)phenoxy)succinate BrC=1C=CC(=C(C(=O)C2=CC=C(O[C@H](C(=O)OC)CC(=O)[O-])C=C2)C1)Cl